[Si](C)(C)(C(C)(C)C)OC1=CC=C2C=C(N(C2=C1)C(=O)OC(C)(C)C)C=1C(=NC(=CC1)N1C[C@H](CCC1)OC)F t-butyl 6-[(t-butyldimethylsilyl)oxy]-2-{2-fluoro-6-[(3S)-3-methoxypiperidin-1-yl]pyridin-3-yl}-1H-indole-1-carboxylate